1-cyclopentyl-4-((6-(thiazol-2-yl)pyridin-3-yl)methyl)piperazine-2,3-dione C1(CCCC1)N1C(C(N(CC1)CC=1C=NC(=CC1)C=1SC=CN1)=O)=O